4-(benzyloxy)-6-fluoroindole C(C1=CC=CC=C1)OC1=C2C=CNC2=CC(=C1)F